(trans)-4-{[5-(N-{4-iodo-5-methyl-2-[(3S)-3-methylpyrrolidin-1-yl]phenyl}but-2-ynamido)-1-methylpyrazolo[4,3-b]pyridin-3-yl]oxy}cyclohexane-1-carboxylic acid IC1=CC(=C(C=C1C)N(C(C#CC)=O)C1=CC=C2C(=N1)C(=NN2C)O[C@@H]2CC[C@H](CC2)C(=O)O)N2C[C@H](CC2)C